Methyl 3,4-dihydro-1H-isochromene-7-carboxylate C1OCCC2=CC=C(C=C12)C(=O)OC